3-bromo-2-hydroxypropane BrCC(C)O